(S)-thiophene S1C=CC=C1